O1CCN(CC1)CCC[Si](C1=CC=C(C=C1)C(=C)C1=CC=CC=C1)(C)C 1-[4-[(3-morpholinopropyl)dimethylsilyl]phenyl]-1-phenylethylene